2-(1-Acetylpiperidin-4-yl)quinoline-6-carbaldehyde C(C)(=O)N1CCC(CC1)C1=NC2=CC=C(C=C2C=C1)C=O